COC1=C(C=C(C=C1)S(=O)(=O)NC1=C(C=CC=C1)C#CC1=CC=C(C(=O)O)C=C1)C 4-{2-[2-(4-methoxy-3-methylbenzenesulfonamido)phenyl]-ethynyl}benzoic acid